C(C1=CC=CC=C1)N1CCC2(OC3(CC3)C(N(C2)CC(C)C)=O)CC1 8-benzyl-12-isobutyl-4-oxa-8,12-diazadispiro[2.1.5.3]tridecan-13-one